1-(6-(3,3-difluoro-4-(piperazin-1-yl)piperidin-1-yl)-1-oxoisoindolin-2-yl)dihydropyrimidine-2,4(1H,3H)-dione FC1(CN(CCC1N1CCNCC1)C1=CC=C2CN(C(C2=C1)=O)N1C(NC(CC1)=O)=O)F